4-acetyl-3-(4-fluorophenyl)-5-methyl-1H-pyrrole-2-carboxylic acid ethyl ester C(C)OC(=O)C=1NC(=C(C1C1=CC=C(C=C1)F)C(C)=O)C